6-chlorobenzo[4,5]imidazo[1,2-f]phenanthridine ClC=1C=CC=2C=3N(C=4C=CC=CC4C2C1)C1=C(N3)C=CC=C1